BrCC(=O)OC(C)C isopropyl α-bromoacetate